N1=CC(=C(C=C1)C(=O)O)C(=O)O pyridine-3,4-dicarboxylic acid